α-methyl-α-phenylsuccinimide CC1(C(=O)NC(C1)=O)C1=CC=CC=C1